(R)-3-methyl-4-(7-((methylsulfonyl)methyl)-2-(1H-pyrrolo[2,3-b]pyridin-4-yl)thieno[3,2-d]pyrimidin-4-yl)morpholine C[C@H]1N(CCOC1)C=1C2=C(N=C(N1)C1=C3C(=NC=C1)NC=C3)C(=CS2)CS(=O)(=O)C